1-[5-chloro-6-(4,4-difluoropiperidin-1-yl)pyridin-3-yl]-3-[5-fluoro-1H-pyrrolo[2,3-b]pyridin-3-yl]urea ClC=1C=C(C=NC1N1CCC(CC1)(F)F)NC(=O)NC1=CNC2=NC=C(C=C21)F